ClC=1C(=C(C(=NC1O)O)C#N)C 5-chloro-3-cyano-4-methyl-2,6-dihydroxypyridine